CN1CC=CC(=C1)N1CC=C(C=C1)N1CC(CC1)C1=CC2=C(C(N1)=O)C(=NN2)C(F)(F)F N-methyl-5-(4-(3-(4-oxo-3-(trifluoromethyl)-4,5-dihydro-1H-pyrazolo[4,3-c]pyridin-6-yl)pyrrolidin-1-yl)pyridin-1-yl)pyridine